((trifluoromethoxy)methyl)-N-((2-(trimethylsilyl)ethoxy)methyl)-[1,1'-biphenyl]-2-sulfonamide FC(OCC1=C(C(=CC=C1)C1=CC=CC=C1)S(=O)(=O)NCOCC[Si](C)(C)C)(F)F